Pyridazine-4-carboxylic acid methyl ester COC(=O)C1=CN=NC=C1